tert-butyl 4-{4-[(4-{1-[(tert-butoxy)carbonyl]-1,2,3,6-tetrahydropyridin-4-yl}-3-ethoxyphenyl) carbamoyl]-2-fluorophenyl}-1,2,3,6-tetrahydropyridine-1-carboxylate C(C)(C)(C)OC(=O)N1CCC(=CC1)C1=C(C=C(C=C1)NC(=O)C1=CC(=C(C=C1)C=1CCN(CC1)C(=O)OC(C)(C)C)F)OCC